6-chloro-N-[(3-isopropyl-7-methoxy-1H-indol-4-yl)methyl]pyrido[2,3-b]pyrazin-3-amine ClC=1C=CC=2C(=NC(=CN2)NCC2=C3C(=CNC3=C(C=C2)OC)C(C)C)N1